5-bromo-4-(trifluoromethyl)pyrimidin-2-ol BrC=1C(=NC(=NC1)O)C(F)(F)F